3,5-dimethyl-1-(3,4-dichlorophenyl)-1H-pyrazolo[3,4-b]pyridine CC1=NN(C2=NC=C(C=C21)C)C2=CC(=C(C=C2)Cl)Cl